Cl.N[C@@H]1CN(CC[C@@H]1F)C1=NC2=C(N1CC1=NC=C(C#N)C=C1)C=C(C=C2)F 6-((2-((3R,4S)-3-Amino-4-fluoropiperidin-1-yl)-6-fluoro-1H-benzo[d]imidazol-1-yl)methyl)nicotinonitril-hydrochlorid